2-((2-(2,6-difluoro-4-(methylcarbamoyl)phenyl)-6-methyl-3H-imidazo[4,5-b]pyridin-3-yl)methyl)morpholine-4-carboxylic acid tert-butyl ester C(C)(C)(C)OC(=O)N1CC(OCC1)CN1C(=NC=2C1=NC=C(C2)C)C2=C(C=C(C=C2F)C(NC)=O)F